C(C1=CC=CC=C1)C1=C(SC=C1)S(=O)(=O)Cl 3-benzylthiophene-2-sulfonyl chloride